BrC1=CC=C(C=C1)[C@@H]1CN(CC1)C1=CC(=C(C#N)C=C1)C(F)(F)F (r)-4-(3-(4-Bromophenyl)pyrrolidin-1-yl)-2-(trifluoromethyl)benzonitrile